5-amino-1-(cyclobutylmethyl)-1H-pyrazole-4-carboxylic acid ethyl ester C(C)OC(=O)C=1C=NN(C1N)CC1CCC1